ClC=1C=NN2C1C(=CC(=C2)C2=NN1C(C=NCC1)=C2C)OC(CO)C2=NC=C(C=C2)F 2-(3-chloro-4-(1-(5-fluoropyridin-2-yl)-2-hydroxyethoxy)pyrazolo[1,5-a]pyridin-6-yl)-3-methyl-6,7-dihydropyrazolo[1,5-a]pyrazine